NCCOC1=CC=C(C[C@H](N)C(=O)O)C=C1 O-(2-aminoethyl)-tyrosine